ClC1=C(C=CC=2N(N=NC21)C)C(CC(=O)OCC)C=2C=C(C1=C(C=CS1)C2)CO ethyl 3-(4-chloro-1-methyl-1H-benzotriazol-5-yl)-3-[7-(hydroxymethyl)-1-benzothiophen-5-yl]propanoate